trifluoromethylhexafluoropropyl ether FC(F)(F)C(C(F)(F)OC(C(C(F)(F)F)(C(F)(F)F)F)(F)F)(C(F)(F)F)F